3-(1H-naphtho[2,3-d]imidazol-2-yl)-[1,1'-binaphthyl]-2,2'-diol N1C(=NC2=C1C=C1C=CC=CC1=C2)C2=C(C(=C1C=CC=CC1=C2)C=2C(=CC=C1C=CC=CC21)O)O